CN(C(=O)OC=1C=C(CCl)C=C(C1)OC(N(C)CC)=O)CC 3,5-bis(N-methyl-N-ethylcarbamoyloxy)benzyl chloride